2-(2,4-dioxotetrahydropyrimidin-1(2H)-yl)-5-((3-(trifluoromethyl)-5,6-dihydro-[1,2,4]triazolo[4,3-a]pyrazin-7(8H)-yl)methyl)isoindoline-1,3-dione O=C1N(CCC(N1)=O)N1C(C2=CC=C(C=C2C1=O)CN1CC=2N(CC1)C(=NN2)C(F)(F)F)=O